9-(4-((1-(3-fluoropropyl)azetidin-3-ylidene)methyl)phenyl)-8-isobutyl-6,7-dihydro-5H-benzo[7]annulene-3-carboxylic acid FCCCN1CC(C1)=CC1=CC=C(C=C1)C1=C(CCCC2=C1C=CC(=C2)C(=O)O)CC(C)C